methyl 2,5-dioxopyrrolidin-1-yl fumarate C(\C=C\C(=O)ON1C(CCC1=O)=O)(=O)OC